Cl.C1(CCCCC1)CN1C(=C(C(C=C1)=O)O)C 1-(cyclohexylmethyl)-3-hydroxy-2-methylpyridin-4(1H)-one hydrochloride